(1S,3R,4S)-N-((S)-1-cyano-2-((S)-2-oxopyrrolidin-3-yl)ethyl)-2-((S)-3-cyclopropyl-2-((5-methylpyridin-3-yl)amino)propanoyl)-5,5-difluoro-2-azabicyclo[2.2.2]octane-3-carboxamide C(#N)[C@H](C[C@H]1C(NCC1)=O)NC(=O)[C@@H]1N([C@@H]2CC([C@H]1CC2)(F)F)C([C@H](CC2CC2)NC=2C=NC=C(C2)C)=O